FC1=CC=C(C=C1)C1=NN2C(CNCC2)=C1C1=CC(=NC=C1)N 4-(2-(4-fluorophenyl)-4,5,6,7-tetrahydropyrazolo[1,5-a]pyrazin-3-yl)pyridin-2-amine